C(C)(C)(C)OC(=O)N1C[C@H](OC[C@H]1CO[Si](C1=CC=CC=C1)(C1=CC=CC=C1)C(C)(C)C)C(=O)O (2S,5S)-4-(tert-butoxycarbonyl)-5-(((tert-butyldiphenylsilyl)oxy)methyl)morpholine-2-carboxylic acid